BrCCC 3-bromopropan